1-[2-(morpholin-4-yl)ethyl]-1H-pyrazol-3-amine N1(CCOCC1)CCN1N=C(C=C1)N